N1C=CC2=CC=C(C=C12)CNC1=CN=C2C(=N1)N=C(C=C2)N2CC1(COC1)CC2 N-[(1H-indol-6-yl)methyl]-6-{2-oxa-6-azaspiro[3.4]octan-6-yl}pyrido[2,3-b]pyrazin-3-amine